CC(C)(C)OC(=O)NCCCC(=O)O 4-({[(2-methylpropan-2-yl)oxy]carbonyl}amino)butyric acid